3-(4,4-difluoroazepan-1-yl)-N-(pyridine-3-yl)quinoxaline-2-carboxamide FC1(CCN(CCC1)C=1C(=NC2=CC=CC=C2N1)C(=O)NC=1C=NC=CC1)F